5-(2-methyl-1-oxo-2,8-diazaspiro[4.5]decan-8-yl)picolinic acid CN1C(C2(CC1)CCN(CC2)C=2C=CC(=NC2)C(=O)O)=O